COC1=CC=C(C(C2=CC=C(C=C2)OC)(C2=CC=CC=C2)OC[C@@H]2[C@H]([C@@H]([C@@H](O2)N2C3=NC=NC(=C3N=C2)N)SCO[Si](C(C)C)(C(C)C)C(C)C)O)C=C1 9-[5-O-(4,4'-Dimethoxytrityl)-2-deoxy-2-triisopropylsilyl-oxymethylthio-β-D-arabinofuranosyl]adenine